N1C=NC(C2=C1NC=C2)=O 1H-pyrrolo[2,3-d]pyrimidin-4(7H)-one